adamantan-1-ol trifluoroacetate FC(C(=O)O)(F)F.C12(CC3CC(CC(C1)C3)C2)O